COC=CC(=C)[Si](C)(C)C 1-methoxy-3-trimethylsilyl-1,3-butadiene